2-(oxepan-4-yl)acetic acid O1CCC(CCC1)CC(=O)O